2,2-bis(mercaptomethyl)-1,3-dithiolane SCC1(SCCS1)CS